FC(C=1N=C(SC1)N1C[C@@H](CCC1)CN1[C@@H]([C@H]([C@@H]([C@H](C1)OCC1=CC=CC=C1)OCC1=CC=CC=C1)OCC1=CC=CC=C1)C)(F)F 4-(trifluoromethyl)-2-((S)-3-(((2R,3R,4R,5S)-3,4,5-tris(benzyloxy)-2-methylpiperidin-1-yl)methyl)piperidin-1-yl)thiazole